C(C)(C)(C)OC(=O)N(C)NC(C(=O)[O-])(C)C [((tert-butoxycarbonyl)(methyl)amino)amino]-2-methylpropanoate